CC=1C=CC=C2N=C3C=CC=C(C3=NC12)C(=O)NCCNCCNCCNC(=O)C1=CC=CC2=NC3=CC=CC(=C3N=C12)C N,N'-bis[2-(9-methylphenazine-1-carboxamido)ethyl]-1,2-ethanediamine